2-methyl-phenylmethane CC1=C(C=CC=C1)C